COC(CCN(C)C)OC 3,3-Dimethoxy-N,N-dimethyl-1-propanamine